1-(2,6-difluorobenzyl)-5-((dimethylamino)methyl)-3-(6-methoxy-3-pyridazinyl)-2,4-dioxo-1,2,3,4-tetrahydrothieno[2,3-d]pyrimidin FC1=C(CN2C(N(C(C3=C2SC=C3CN(C)C)=O)C=3N=NC(=CC3)OC)=O)C(=CC=C1)F